IC1=NN2C(C=CC=C2C=2C=NN(C2)C)=N1 2-iodo-5-(1-methyl-1H-pyrazol-4-yl)-[1,2,4]triazolo[1,5-a]pyridine